6-(4,4,5,5-tetramethyl-1,3,2-dioxaborolan-2-yl)quinoxalin-2-amine CC1(OB(OC1(C)C)C=1C=C2N=CC(=NC2=CC1)N)C